7,8-dihydro-6H-pyrimido[5,4-b][1,4]oxazine N1=CN=CC=2OCCNC21